(Z)-octadecan CCCCCCCCCCCCCCCCCC